S-((7-Benzyl-4-oxo-3,4-dihydroquinazolin-2-yl)methyl) ethanethioate C(C)(SCC1=NC2=CC(=CC=C2C(N1)=O)CC1=CC=CC=C1)=O